3-[3-[3-(4-Tert-butylphenyl)-3-oxoprop-1-enyl]phenoxy]propanoic acid C(C)(C)(C)C1=CC=C(C=C1)C(C=CC=1C=C(OCCC(=O)O)C=CC1)=O